[2-(2,6-dioxopiperidin-3-yl)-3-oxo-4-phenoxy-2,3-dihydro-1H-isoindol-5-yl]methyl N-[4-(2-fluorophenoxy)phenyl]carbamate FC1=C(OC2=CC=C(C=C2)NC(OCC=2C(=C3C(N(CC3=CC2)C2C(NC(CC2)=O)=O)=O)OC2=CC=CC=C2)=O)C=CC=C1